Cl.NC(C(=O)O)CNC(=O)C1=CC2=NC=CC(=C2S1)CF 2-amino-3-(7-(fluoromethyl)thieno[3,2-b]pyridine-2-carboxamido)propionic acid HCl salt